ClC1=C(C=C(C=C1)NC(=O)[C@@H]1C([C@H]1C1=CC(=CC(=C1)Cl)Cl)(Cl)Cl)NC(C1=CC(=CC(=C1)C(F)(F)F)C(F)(F)F)=O |r| trans-rac-N-(2-Chloro-5-(2,2-dichloro-3-(3,5-dichlorophenyl)cyclopropane-1-carboxamido)phenyl)-3,5-bis(trifluoromethyl)benzamide